(2R)-2-amino-3-(naphthalen-2-yl)propionic acid methyl ester COC([C@@H](CC1=CC2=CC=CC=C2C=C1)N)=O